1-(5-(2-(dimethylamino)ethoxy)pyrazin-2-yl)-6-fluoro-4-oxo-1,4-dihydroquinoline-3-carboxylic acid CN(CCOC=1N=CC(=NC1)N1C=C(C(C2=CC(=CC=C12)F)=O)C(=O)O)C